BrCC1=C(C=CC=C1)B1OC(C(O1)(C)C)(C)C 2-(2-bromomethylphenyl)-4,4,5,5-tetramethyl-[1,3,2]-dioxaborolane